4-[(3aR,9bR)-9b-(benzenesulfonyl)-7-[(2-chloro-3,6-difluorophenyl)methoxy]-1H,2H,3H,3aH,4H,5H,9bH-benzo[e]indole-3-carbonyl]-1λ6-thiane-1,1-dione C1(=CC=CC=C1)S(=O)(=O)[C@]12CCN([C@@H]2CCC2=C1C=CC(=C2)OCC2=C(C(=CC=C2F)F)Cl)C(=O)C2CCS(CC2)(=O)=O